tert-butyl 3-(1-(4-morpholinopyrido[3,2-d]pyrimidin-2-yl)-1H-pyrazol-3-yl)piperidine-1-carboxylate O1CCN(CC1)C=1C2=C(N=C(N1)N1N=C(C=C1)C1CN(CCC1)C(=O)OC(C)(C)C)C=CC=N2